C(#N)C1(COC1)C1=CC=2N(C=C1)C(=CN2)C2=CC(=C(C(=O)N[C@H]1[C@H](C1)F)C(=C2)OC)OC(F)F 4-[7-(3-cyanooxetan-3-yl)imidazo[1,2-a]pyridin-3-yl]-2-(difluoromethoxy)-N-[(1R,2S)-2-fluorocyclopropyl]-6-methoxy-benzamide